N1(C=NC=C1)CC1=CC(=CC=2C(=COC21)COC2=C(C=CC=C2)CC(=O)OCC)C2=CC(=CC=C2)CN ethyl 2-(2-((7-((1H-imidazol-1-yl)methyl)-5-(3-(aminomethyl)phenyl)benzofuran-3-yl)methoxy)phenyl)acetate